tert-butyl 6-[7-[4-fluoro-2-(2-methoxyethoxy) phenyl]-6-(6-prop-2-enoyl-7,8-dihydro-5H-1,6-naphthyridin-3-yl) thieno[3,2-c]pyridin-4-yl]-3,4-dihydro-1H-isoquinoline-2-carboxylate FC1=CC(=C(C=C1)C=1C2=C(C(=NC1C=1C=NC=3CCN(CC3C1)C(C=C)=O)C=1C=C3CCN(CC3=CC1)C(=O)OC(C)(C)C)C=CS2)OCCOC